methyl 2-((4-(2-(4-chloro-2-fluorophenyl)-2-methyl-3-oxo-2,3-dihydrobenzofuran-7-yl) piperidin-1-yl) methyl)-1-(((S)-oxetan-2-yl) methyl)-1H-benzo[d]imidazole-6-carboxylate ClC1=CC(=C(C=C1)C1(OC2=C(C1=O)C=CC=C2C2CCN(CC2)CC2=NC1=C(N2C[C@H]2OCC2)C=C(C=C1)C(=O)OC)C)F